1-(4-Chlorophenyl)-4,4,4-trifluoro-1,3-butanedione ClC1=CC=C(C=C1)C(CC(C(F)(F)F)=O)=O